FCCOCC(F)(F)F (2-fluoroethyl)(2,2,2-trifluoroethyl) ether